dioxaloborate C(=O)(C(=O)O)OB(OC(=O)C(=O)O)[O-]